5-(tert-butoxy)-4-((diethoxyphosphoryl) methyl)-5-oxopentylnonanoate C(C)(C)(C)OC(C(CCCOC(CCCCCCCC)=O)CP(=O)(OCC)OCC)=O